C(C1=CC=CC=C1)OC=1C=CC(=C2C=CC(NC12)=O)C(CNC1CC2=CC(=C(C=C2C1)CC)CC)O 8-benzyloxy-5-(2-((5,6-diethyl-2,3-dihydro-1H-inden-2-yl)amino)-1-hydroxyethyl)quinolin-2(1H)-one